F[C@H]1CN(CC[C@H]1OC)C1=NC=CC(=N1)NC1=CC=2C(=C(N=NC2C(C)C)N2[C@@H]([C@H](C2)CS(=O)(=O)C)C)C=N1 2-[(3S,4R)-3-fluoro-4-methoxy-piperidin-1-yl]-N-{4-[(2R,3S)-3-(methane-sulfonylmethyl)-2-methyl-azetidin-1-yl]-1-(propan-2-yl)pyrido[3,4-d]pyridazin-7-yl}pyrimidin-4-amine